N1=C(C=C(C=C1)C(=O)O)C1=NC=CC(=C1)C(=O)O 2,2'-Bipyridinyl-4,4'-dicarboxylic acid